[1-[(2-methylpyrazol-3-yl)methyl]-4-piperidinyl]methylamine CN1N=CC=C1CN1CCC(CC1)CN